4-(4-chlorophenyl)piperidin-2-one ClC1=CC=C(C=C1)C1CC(NCC1)=O